NC1=CC=C(C=N1)N1C[C@H](CCC1)N(CC1=CC(=NC=C1)OC)CC1=CN2C3=C(C(=C(C=C3C1=O)F)C)OCC2C 6-((((S)-1-(6-aminopyridin-3-yl)piperidin-3-yl)((2-methoxypyridin-4-yl)methyl)amino)methyl)-9-fluoro-3,10-dimethyl-2H-[1,4]oxazino[2,3,4-ii]quinolin-7(3H)-one